OC[C@H]1N(C[C@@H]([C@H]([C@@H]1O)O)O)C[C@H]1CN(CC1)C1=NC=CC=C1C(F)(F)F (2R,3R,4R,5S)-2-(hydroxymethyl)-1-(((S)-1-(3-(trifluoromethyl)pyridin-2-yl)pyrrolidin-3-yl)methyl)piperidine-3,4,5-triol